1-cyclopropyl-4-iodobenzene-1,2-diamine C1(CC1)C1(C(C=C(C=C1)I)N)N